FCCCOC=1C=C(C=NC1)NC=C1C(OC(OC1=O)(C)C)=O 5-(((5-(3-fluoropropoxy)pyridin-3-yl)amino)-methylene)-2,2-dimethyl-1,3-dioxane-4,6-dione